CN1CCC(CC1)[C@@](C)(O)C1=NC2=CC(=NC=C2C=C1)NC1=CC=CC=C1 (1R)-1-(1-methylpiperidin-4-yl)-1-[7-(phenylamino)-1,6-naphthyridin-2-yl]Ethanol